tert-butyl (3R)-4-{2'-ethoxy-3-formyl-[1,1'-biphenyl]-4-yl}-3-ethylpiperazine-1-carboxylate C(C)OC1=C(C=CC=C1)C1=CC(=C(C=C1)N1[C@@H](CN(CC1)C(=O)OC(C)(C)C)CC)C=O